N-(6-amino-5-ethylpyridin-3-yl)-2-((2R,5S)-5-methyl-2-(2-(1,2,2-trimethylpiperidin-4-yl)-2H-indazol-6-yl)piperidin-1-yl)-2-oxoacetamide NC1=C(C=C(C=N1)NC(C(=O)N1[C@H](CC[C@@H](C1)C)C=1C=CC2=CN(N=C2C1)C1CC(N(CC1)C)(C)C)=O)CC